O[C@@H]1C[C@@H]2[C@]3(CCC(C=C3C=C[C@H]2[C@@H]2CC=C(C(C)=O)[C@@]12C)=O)C 12β-hydroxypregna-4,6,16-triene-3,20-dione